NC=1N=NC(=CC1N1CC2CCC(C1)N2C2=NC=CC(=N2)OCCN2CCN(CC2)C(=O)OCC2=CC=CC=C2)C2=C(C=CC=C2)O Benzyl 4-[2-[2-[3-[3-amino-6-(2-hydroxyphenyl)pyridazin-4-yl]-3,8-diazabicyclo[3.2.1]octan-8-yl]pyrimidin-4-yl]oxyethyl]piperazine-1-carboxylate